pyrazine-1-carboxylate hydrochloride Cl.N1(CC=NC=C1)C(=O)O